5-chloro-N-((5-cyclopropyl-1H-indazol-4-yl)methyl)-6-(difluoromethoxy)-nicotinamide ClC=1C(=NC=C(C(=O)NCC2=C3C=NNC3=CC=C2C2CC2)C1)OC(F)F